C[C@@H]1N(C[C@H](N(C1)[C@H](C)C=1C=C2N=CC=NC2=CC1)C)C=1C=2C(NC(C1)=O)=CN(N2)CC#N 2-(7-((2S,5R)-2,5-dimethyl-4-((R)-1-(quinoxalin-6-yl)ethyl)piperazin-1-yl)-5-oxo-4,5-dihydro-2H-pyrazolo[4,3-b]pyridin-2-yl)acetonitrile